(R)-4-((1-(dimethylamino)-3-(2-(3-methoxyphenethyl) phenoxy) propan-2-yl) oxy)-4-oxobutyrate CN(C[C@H](COC1=C(C=CC=C1)CCC1=CC(=CC=C1)OC)OC(CCC(=O)[O-])=O)C